Tert-butyl 3-((((9H-fluoren-9-yl) methoxy) carbonyl) (methyl) amino)-4-morpholino-4-oxobutanoate C1=CC=CC=2C3=CC=CC=C3C(C12)COC(=O)N(C(CC(=O)OC(C)(C)C)C(=O)N1CCOCC1)C